2-(trifluoromethyl)-4-[8-(1H-indol-5-yl)-10-[2-(morpholin-4-yl)ethyl]phenoxazin-2-yl]phenol FC(C1=C(C=CC(=C1)C1=CC=2N(C3=CC(=CC=C3OC2C=C1)C=1C=C2C=CNC2=CC1)CCN1CCOCC1)O)(F)F